(R)-3-(4-(4-((1-(3-(difluoromethyl)-2-fluorophenyl)ethyl)amino)-7-methoxy-2-methylpyrido[2,3-d]pyrimidin-6-yl)-4-hydroxypiperidin-1-yl)-3-oxopropanenitrile FC(C=1C(=C(C=CC1)[C@@H](C)NC=1C2=C(N=C(N1)C)N=C(C(=C2)C2(CCN(CC2)C(CC#N)=O)O)OC)F)F